3-ethylamino-p-cresol sulfate S(=O)(=O)(O)OC1=CC=C(C(=C1)NCC)C